(2R,7aS)-7a-(((7-(8-chloronaphthalen-1-yl)-8-fluoro-4-(methyl((R)-pyrrolidin-3-yl)amino)pyrido[4,3-d]pyrimidin-2-yl)oxy)methyl)hexahydro-1H-pyrrolizin-2-ol ClC=1C=CC=C2C=CC=C(C12)C1=C(C=2N=C(N=C(C2C=N1)N([C@H]1CNCC1)C)OC[C@]12CCCN2C[C@@H](C1)O)F